2-[Methyl-(pyridazine-3-carbonyl)-amino]-5-oxo-5H-thieno[3,2-b]pyran-6-carboxylic acid CN(C1=CC=2OC(C(=CC2S1)C(=O)O)=O)C(=O)C=1N=NC=CC1